C(CCCCCCCCCCC)N1CCCCCC1 1-dodecyl-azacycloheptane